6-(6-(methyl(2,2,6,6-tetramethylpiperidin-4-yl)amino)pyridazin-3-yl)-3-(tetrahydro-2H-pyran-4-yl)quinolin CN(C1=CC=C(N=N1)C=1C=C2C=C(C=NC2=CC1)C1CCOCC1)C1CC(NC(C1)(C)C)(C)C